The molecule is the dolichyl diphosphooligosaccharide(2-) species that is the dianion formed by loss of protons from the diphospho linkage in alpha-D-Man-(1->2)-alpha-D-Man-(1->2)-alpha-D-Man-(1->3)-[alpha-D-Man-(1->3)-alpha-D-Man-(1->6)]-beta-D-Man-(1->4)-beta-D-GlcNAc-(1->4)-D-GlcNAc(PP-Dol); major microspecies at pH 7.3. It is a conjugate base of an alpha-D-Man-(1->2)-alpha-D-Man-(1->2)-alpha-D-Man-(1->3)-[alpha-D-Man-(1->3)-alpha-D-Man-(1->6)]-beta-D-Man-(1->4)-beta-D-GlcNAc-(1->4)-D-GlcNAc(PP-Dol). CC(CC/C=C(/C)\\CC/C=C(\\C)/CC/C=C(\\C)/CCC=C(C)C)CCOP(=O)([O-])OP(=O)([O-])OC1[C@@H]([C@H]([C@@H]([C@H](O1)CO)O[C@H]2[C@@H]([C@H]([C@@H]([C@H](O2)CO)O[C@H]3[C@H]([C@H]([C@@H]([C@H](O3)CO[C@@H]4[C@H]([C@H]([C@@H]([C@H](O4)CO)O)O[C@@H]5[C@H]([C@H]([C@@H]([C@H](O5)CO)O)O)O)O)O)O[C@@H]6[C@H]([C@H]([C@@H]([C@H](O6)CO)O)O)O[C@@H]7[C@H]([C@H]([C@@H]([C@H](O7)CO)O)O)O[C@@H]8[C@H]([C@H]([C@@H]([C@H](O8)CO)O)O)O)O)O)NC(=O)C)O)NC(=O)C